tert-butyl (3-cyclohexylimidazo[1,2-a]pyridin-6-yl)(methyl)carbamate C1(CCCCC1)C1=CN=C2N1C=C(C=C2)N(C(OC(C)(C)C)=O)C